1,2-propylene diisocyanate C(C(C)N=C=O)N=C=O